Cl.BrC=1C=C(C=C(C1)Cl)C1(CC1)N 1-(3-bromo-5-chlorophenyl)cyclopropan-1-amine hydrochloride